C(C)(C)(C)OC(NC12CCC(CC1)(C2)N2C(=C(C1=C2N=CN=C1N)C=1C=NC2=CC=CC=C2C1)C#C[Si](CC)(CC)CC)=O tert-butyl(4-(4-amino-5-(quinolin-3-yl)-6-((triethylsilyl)ethynyl)-7H-pyrrolo[2,3-d]pyrimidin-7-yl)bicyclo[2.2.1]heptan-1-yl)carbamate